C(C=C)OCC(COCCC#C)O 1-(allyloxy)-3-(3-butyne-1-oxy)-2-propanol